FC1CN(C1)C1=CC=2N(C=C1)C1=C(N2)C=C(C=C1)I 3-(3-Fluoroazetidin-1-yl)-7-iodobenzo[4,5]imidazo[1,2-a]pyridine